3-[2-(dimethylamino)ethyl]-7-isopropyl-1-methylindol-4-ol CN(CCC1=CN(C=2C(=CC=C(C12)O)C(C)C)C)C